NC=1C=C(C=CC1N)C1=CC(=CC=C1OCC)CC1=NNC(C2=CC=CC=C12)=O 4-((3',4'-diamino-6-ethoxy-[1,1'-biphenyl]-3-yl)methyl)phthalazin-1(2H)-one